(5-Phenyl-oxazol-2-yl)-(piperidin-4-yl)methanone C1(=CC=CC=C1)C1=CN=C(O1)C(=O)C1CCNCC1